(Z)-4,8,1-Hexadecatrienal C(=CC\C=C/CCC=CCCCCCCC)=O